methyl 2-(7'-fluoro-2'-oxo-1'-(tetrahydro-2H-pyran-4-yl)spiro[cyclopropane-1,3'-indolin]-4'-yl)acetate FC=1C=CC(=C2C3(C(N(C12)C1CCOCC1)=O)CC3)CC(=O)OC